CNC(=O)C1=CC=C(C=N1)N1CCN(CC1)CC=1C=CC=2C3=C(C(NC2C1)=O)C=CO3 7-((4-(6-(methylcarbamoyl)pyridin-3-yl)piperazin-1-yl)methyl)furo[3,2-c]quinolin-4(5H)-one